pyridin-1-ium-2-ol [NH+]1=C(C=CC=C1)O